5-(2-((2R,5S)-2-(3-((R)-2-(dimethylamino)propoxy)phenyl)-5-methylpiperidin-1-yl)-2-oxoacetamido)-2-methoxynicotinamide CN([C@@H](COC=1C=C(C=CC1)[C@@H]1N(C[C@H](CC1)C)C(C(=O)NC=1C=NC(=C(C(=O)N)C1)OC)=O)C)C